[13C](C)(=O)[O-] [13C]acetate